2-(3-{[(2R)-1-(but-2-ynoyl)azetidin-2-yl]methoxy}pyridin-4-yl)-3-[(3,4-difluoro-2-methoxyphenyl)amino]-1H,5H,6H,7H-pyrrolo[3,2-c]pyridin-4-one C(C#CC)(=O)N1[C@H](CC1)COC=1C=NC=CC1C1=C(C=2C(NCCC2N1)=O)NC1=C(C(=C(C=C1)F)F)OC